CC1=C(C=NC=2OCCNC21)NC2=C(C(NC=C2)=O)C(=O)NC2=CC=C(C=C2)N2CCN(CC2)C2=NC=CC=C2 4-((8-methyl-2,3-dihydro-1H-pyrido[2,3-b][1,4]oxazin-7-yl)amino)-2-oxo-N-(4-(4-(pyridin-2-yl)piperazin-1-yl)phenyl)-1,2-dihydropyridine-3-carboxamide